C(#N)C=1C(=CC(=NC1)NC(=O)N1CCCC2=CC(=C(N=C12)C=O)CN1C(CN(CC1)C)=O)NCC1SCCC1 N-(5-cyano-4-(((tetrahydrothiophen-2-yl)methyl)amino)pyridin-2-yl)-7-formyl-6-((4-methyl-2-oxopiperazin-1-yl)methyl)-3,4-dihydro-1,8-naphthyridine-1(2H)-carboxamide